ClC1=CN=C(C(=N1)C(=O)OC)C methyl 6-chloro-3-methyl-pyrazine-2-carboxylate